CC1(OC(C=CC1=O)(C)C)C 3,6-dihydro-2,2,6,6-tetramethyl-2H-pyran-3-one